CC1=C(C(=O)P(C2=CC=CC=C2)(C2=CC=CC=C2)=O)C(=CC(=C1)C)C 2,4,6-trimethylbenzoyl-di-phenylphosphine oxide